FC1=C(C=C(C=C1C[C@@H]1N(CC2(CC2)[C@@H]1NS(=O)(=O)CF)C(=O)[C@@H]1OCC1)F)C1=CC=CC=C1 N-((6S,7S)-6-((2,5-difluoro-[1,1'-biphenyl]-3-yl)methyl)-5-((R)-oxetane-2-carbonyl)-5-azaspiro[2.4]heptan-7-yl)-1-fluoromethanesulfonamide